FC(C1=NC(=NC(=N1)C(F)(F)F)N1[C@@H](C=2NC3=CC=C(C=C3C2CC1)Cl)C[C@@H](C)OC)(F)F (1R)-2-[4,6-bis(trifluoromethyl)-1,3,5-triazin-2-yl]-6-chloro-1-[(2R)-2-methoxypropyl]-2,3,4,9-tetrahydro-1H-pyrido[3,4-b]indole